5-((5-Chloropyrazolo[1,5-a]pyrimidin-7-yl)amino)-3-(3-hydroxy-3-methylbutyl)-1-methyl-1,3-dihydro-2H-benzo[d]imidazol-2-on ClC1=NC=2N(C(=C1)NC1=CC3=C(N(C(N3CCC(C)(C)O)=O)C)C=C1)N=CC2